NC=1C=2N(C3=CC(=C(C=C3N1)C)C(=O)N(C1CCC3=CC(=CC=C13)C(F)(F)F)CC1CC1)C=NC2 4-amino-N-(cyclopropylmethyl)-7-methyl-N-(5-(trifluoromethyl)-2,3-dihydro-1H-inden-1-yl)imidazo[1,5-a]quinoxaline-8-carboxamide